1-{[(2S,4R)-4-hydroxy-5-oxo-4-(2,2,2-trifluoroethyl)pyrrolidin-2-yl]methoxy}-7-(propan-2-yloxy)isoquinoline-6-carboxamide O[C@]1(C[C@H](NC1=O)COC1=NC=CC2=CC(=C(C=C12)OC(C)C)C(=O)N)CC(F)(F)F